COC(C(CC(=O)N1CCN(CC1)C)CNC(=O)OC(C)(C)C)=O ((tert-butoxycarbonyl)amino)methyl-4-(4-methylpiperazin-1-yl)-4-oxobutanoic acid methyl ester